CN1CCN(CC1)CCC1=C2C(=NC(=NC2=CC=C1)C1=CC=CC=C1)N (2-(4-methylpiperazin-1-yl)ethyl)-2-phenylquinazolin-4-amine